1-(2-fluoro-4-((5-fluoro-4-(4-fluoro-1-isopropyl-2-methyl-1H-benzo[d]imidazol-6-yl)pyrimidin-2-yl)amino)benzyl)piperidin-4-one FC1=C(CN2CCC(CC2)=O)C=CC(=C1)NC1=NC=C(C(=N1)C=1C=C(C2=C(N(C(=N2)C)C(C)C)C1)F)F